FC1CC(NC1)C#N 4-Fluoro-pyrrolidine-2-carbonitrile